C[C@@H]1C[C@H](N(C1)C(=O)C1(CC1)C1=CC=C(C=C1)OC(F)(F)F)C(=O)N[C@H](C#C)CC(=O)N (2S,4R)-4-Methyl-N-[(1S)-1-(2-amino-2-oxo-ethyl)prop-2-ynyl]-1-[1-[4-(trifluoro-methoxy)-phenyl]-cyclopropanecarbonyl]pyrrolidine-2-carboxamide